COC(=O)N1CCC2=CC=C(C=C12)N 6-Aminoindoline-1-carboxylic acid methyl ester